C1(CCCCC1)C1=CC(=NC=C1C(F)(F)F)C(=O)OC methyl 4-cyclohexyl-5-(trifluoromethyl)picolinate